FC(C1(CC1)C#CC1=NC(=NC(=N1)N[C@@H](C(F)(F)F)C)N([C@H](C(F)(F)F)C)[C@@H](C(F)(F)F)C)F 6-((1-(difluoromethyl)cyclopropyl)ethynyl)-N2,N4-bis((R)-1,1,1-trifluoropropan-2-yl)-N4-((S)-1,1,1-Trifluoropropan-2-yl)-1,3,5-triazine-2,4-diamine